Triisopropyl((1-(o-tolyl)-2-(trifluoromethoxy)vinyl)oxy)silane C(C)(C)[Si](OC(=COC(F)(F)F)C1=C(C=CC=C1)C)(C(C)C)C(C)C